FC=1C(=NC=NC1)N(C1=CC=CC=C1)C 5-fluoro-4-(methyl(phenyl)amino)pyrimidin